6-[6-fluoro-4-(3-hydroxy-3-methyl-pyrrolidin-1-yl)-8-(methylamino)-9H-pyrido[2,3-b]indol-3-yl]-1-methyl-4-oxo-1,8-naphthyridine-3-carboxylic acid FC=1C=C2C3=C(NC2=C(C1)NC)N=CC(=C3N3CC(CC3)(C)O)C=3C=C1C(C(=CN(C1=NC3)C)C(=O)O)=O